N-[(5-chlorothiophen-2-yl)methyl]-1-(2,3-dihydro-1,4-benzodioxine-5-carbonyl)-3-(pyrrolidin-2-yl)-1H-pyrazol-5-amine hydrochloride Cl.ClC1=CC=C(S1)CNC1=CC(=NN1C(=O)C1=CC=CC=2OCCOC21)C2NCCC2